OC(C(=N)N)COC hydroxy-3-methoxypropanamidine